3-[3-[(tert-butyldiphenylsilyl)oxy]-2,2-dimethylpropyl]-1-ethyl-N-hydroxy-2-[2-[(1S)-1-methoxyethyl]pyridin-3-yl]indole-5-carboximidamide [Si](C1=CC=CC=C1)(C1=CC=CC=C1)(C(C)(C)C)OCC(CC1=C(N(C2=CC=C(C=C12)C(NO)=N)CC)C=1C(=NC=CC1)[C@H](C)OC)(C)C